C(#N)/C(/C(=O)N(CC(NC1=CC=CC=C1)=O)C)=C(\C1=CC(=C(C(=C1)[N+](=O)[O-])O)OC)/O (Z)-2-cyano-3-hydroxy-3-(4-hydroxy-3-methoxy-5-nitrophenyl)-N-methyl-N-(2-oxo-2-(phenylamino)ethyl)acrylamide